NC=1C=C(C=CC1)C1=NOC(=N1)NC=1C=C2C=NNC2=CC1 3-(3-aminophenyl)-N-(1H-indazol-5-yl)-1,2,4-oxadiazol-5-amine